N-[4-ethoxycarbonylmethylthiazol-2-yl]-N'-[(4-bromophenyl)acryloyl]thiourea C(C)OC(=O)CC=1N=C(SC1)NC(=S)NC(C=CC1=CC=C(C=C1)Br)=O